15,21-dimethyl-23-oxa-2,9,11,16,20,21,26-heptaazaheptacyclo[26.2.2.1^{1,26}.1^{13,17}.0^{2,10}.0^{3,8}.0^{18,22}]tetratriaconta-3,5,7,9,13,15,17(34),18(22),19-nonaen-12-one CC=1C=C2C(NC3=NC4=CC=CC=C4N3C34CCC(CN(CCOC=5N(N=CC5C(N1)=C2)C)C4)CC3)=O